FC(C(=O)N1CC2=C(CC1)N=C(S2)N2C1CN(CC2CC1)C(=O)OC(C)(C)C)(F)F tert-butyl 8-(5-(2,2,2-trifluoroacetyl)-4,5,6,7-tetrahydrothiazolo[5,4-c]pyridin-2-yl)-3,8-diazabicyclo[3.2.1]octane-3-carboxylate